(R)-5-chloro-N-(2-(S-methylsulfonimidoyl)pyridin-4-yl)-4-(trifluoromethyl)-2-(4-(trifluoromethyl)piperidin-1-yl)benzamide ClC=1C(=CC(=C(C(=O)NC2=CC(=NC=C2)[S@@](=O)(=N)C)C1)N1CCC(CC1)C(F)(F)F)C(F)(F)F